6-Fluoro-2-methyl-4H-benzo[d][1,3]oxazin-4-one FC1=CC2=C(N=C(OC2=O)C)C=C1